(S)-2-((1-(2-(bis(4-chlorophenyl)methylene)hydrazineyl)-1-oxopropan-2-yl)carbamoyl)-4-methoxypyridin-3-yl butyrate C(CCC)(=O)OC=1C(=NC=CC1OC)C(N[C@H](C(=O)NN=C(C1=CC=C(C=C1)Cl)C1=CC=C(C=C1)Cl)C)=O